N-(1-propyl-1H-pyrrolo[2,3-b]pyridin-6-yl)-2-(6-azaspiro[2.5]octane-6-yl)benzamide C(CC)N1C=CC=2C1=NC(=CC2)NC(C2=C(C=CC=C2)N2CCC1(CC1)CC2)=O